C[C@@H]1NC2=CC=C3C(=C2CC1)N=C(N3CC(NCC3=NC=NN3C)=O)CCN3C(C=CC=C3)=O (7S)-7-Methyl-3-({[(1-methyl-1H-1,2,4-triazol-5-yl)methyl]carbamoyl}methyl)-2-[2-(2-oxo-1,2-dihydropyridin-1-yl)ethyl]-3H,6H,7H,8H,9H-imidazo[4,5-f]chinolin